(2S,4R)-4-((2-azidoethoxy)methyl)-N-((R)-1-(4-carbamimidoylthiophen-2-yl)ethyl)-1-((9,9-difluoro-9H-fluorene-3-carbonyl)glycyl)-4-fluoropyrrolidine-2-carboxamide N(=[N+]=[N-])CCOC[C@]1(C[C@H](N(C1)C(CNC(=O)C=1C=CC=2C(C3=CC=CC=C3C2C1)(F)F)=O)C(=O)N[C@H](C)C=1SC=C(C1)C(N)=N)F